2-(3-fluoro-4-methoxyphenyl)-1-[(2S)-7-methyl-6-(pyrimidin-2-yl)-3,4-dihydro-1H-spiro[1,8-naphthyridine-2,3'-pyrrolidin]-1'-yl]propan-1-one FC=1C=C(C=CC1OC)C(C(=O)N1C[C@]2(CC1)NC1=NC(=C(C=C1CC2)C2=NC=CC=N2)C)C